BrC1=CC(=C(C=C1F)CC(=O)NC1=C(C=C(C(=O)OC)C=C1)NC[C@H]1OCC1)F methyl 4-[[2-(4-bromo-2,5-difluoro-phenyl) acetyl]amino]-3-[[(2S)-oxetan-2-yl]methylamino]benzoate